ClC1=CC=C(C=C1)C1C(NCC1)=O 3-(4-chlorophenyl)pyrrolidin-2-one